3-(2-fluoro-3-pyridyl)-isoxazole FC1=NC=CC=C1C1=NOC=C1